N-(2-(1H-pyrazol-1-yl)benzyl)-7-bromo-2-chloroimidazo[2,1-f][1,2,4]triazin-4-amine N1(N=CC=C1)C1=C(CNC2=NC(=NN3C2=NC=C3Br)Cl)C=CC=C1